6-(1-(2,2-difluoroethyl)-4-(4-fluorophenyl)-1H-imidazol-5-yl)imidazo[1,2-b]pyridazine-3-carboxamide FC(CN1C=NC(=C1C=1C=CC=2N(N1)C(=CN2)C(=O)N)C2=CC=C(C=C2)F)F